C(C)(C)(C)[Si](C)(C)OC1=CC=C(C=C1)CCl tert-butyl-(4-(chloromethyl)phenoxy)dimethylsilane